Tert-butyl (3S)-3-[5-(2-oxopyrrolidin-1-yl)-3-pyridyl]isoxazolidine-2-carboxylate Tert-butyl-(3S)-3-(5-bromo-3-pyridyl)isoxazolidine-2-carboxylate C(C)(C)(C)OC(=O)N1OCC[C@H]1C=1C=NC=C(C1)Br.O=C1N(CCC1)C=1C=C(C=NC1)[C@H]1N(OCC1)C(=O)OC(C)(C)C